C(CCCCCCCCCCCCCCCCCCCCCCCCCCCCC)(=O)[O-] triacontanate